tert-butyl 3-((5-(2-azidopropan-2-yl)-3-chloroisoquinolin-8-yl)oxy)azetidine-1-carboxylate N(=[N+]=[N-])C(C)(C)C1=C2C=C(N=CC2=C(C=C1)OC1CN(C1)C(=O)OC(C)(C)C)Cl